3-fluoro-4-{[3-(propan-2-yl)-1-{[2-(trimethylsilyl)ethoxy]methyl}-1H-pyrrolo[2,3-b]pyridin-4-yl]oxy}aniline FC=1C=C(N)C=CC1OC1=C2C(=NC=C1)N(C=C2C(C)C)COCC[Si](C)(C)C